[4-[(E)-2-[3,5-bis[[(3R)-3-hydroxybutanoyl]oxy]phenyl]vinyl]phenyl] (3R)-3-hydroxybutanoate O[C@@H](CC(=O)OC1=CC=C(C=C1)\C=C\C1=CC(=CC(=C1)OC(C[C@@H](C)O)=O)OC(C[C@@H](C)O)=O)C